3-((5-(imidazo[1,2-a]pyrimidin-6-yl)-7H-pyrrolo[2,3-d]pyrimidin-2-yl)amino)-N,N,1-trimethylcyclobutane-1-carboxamide N=1C=CN2C1N=CC(=C2)C2=CNC=1N=C(N=CC12)NC1CC(C1)(C(=O)N(C)C)C